Calcium propionat C(CC)(=O)[O-].[Ca+2].C(CC)(=O)[O-]